2-[7-[3-(2,4-dioxohexahydropyrimidin-1-yl)-1-methyl-indazol-6-yl]-4-azaspiro[2.5]oct-4-yl]acetic acid trifluoroacetate FC(C(=O)O)(F)F.O=C1N(CCC(N1)=O)C1=NN(C2=CC(=CC=C12)C1CCN(C2(CC2)C1)CC(=O)O)C